5-{4-[(Oxetan-3-yl)amino]-3-(trifluoromethyl)phenyl}-3,6-dihydro-2H-1,3,4-oxadiazin-2-one O1CC(C1)NC1=C(C=C(C=C1)C1=NNC(OC1)=O)C(F)(F)F